tert-Butyl (2-((3-cyclopropyl-6-fluoro-2-oxo-2,3-dihydro-1H-benzo[d]imidazol-1-yl)methyl)-1-(4,4,4-trifluorobutyl)-1H-benzo[d]imidazol-5-yl)methylcarbamate C1(CC1)N1C(N(C2=C1C=CC(=C2)F)CC2=NC1=C(N2CCCC(F)(F)F)C=CC(=C1)CNC(OC(C)(C)C)=O)=O